O=S1(CC(C1)C1CCN(CC1)C1=C(C=C(C=C1)N1C(O[C@H](C1)CNC(CCC)=O)=O)F)=O (S)-N-((3-(4-(4-(1,1-dioxidothietan-3-yl)piperidin-1-yl)-3-fluorophenyl)-2-oxooxazolidin-5-yl)methyl)butyramide